tert-Butyl 1-(((tert-butyldimethylsilyl)oxy)methyl)-4-(2-(trans-4-methoxy-cyclohexyl)ethyl)-7-azabicyclo[2.2.1]heptane-7-carboxylate [Si](C)(C)(C(C)(C)C)OCC12CCC(CC1)(N2C(=O)OC(C)(C)C)CC[C@@H]2CC[C@H](CC2)OC